FC1=C(C=CC=C1C[C@@H]1N(CC([C@@H]1NS(N(C)C)(=O)=O)(F)F)C(=O)N(C)C)C1=CC(=CC(=C1)C)F (2s,3R)-2-[(2,3'-difluoro-5'-methyl[1,1'-biphenyl]-3-yl)methyl]-3-[(dimethylsulfamoyl)amino]-4,4-difluoro-N,N-dimethylpyrrolidine-1-carboxamide